(2R)-2-(6-{5-chloro-2-[(1,5-dimethyl-1H-pyrazol-4-yl)amino]pyrimidin-4-yl}-1-oxo-2,3-dihydro-1H-isoindol-2-yl)-N-[(1S)-2-hydroxy-1-(6-methylpyridin-2-yl)ethyl]propionamide ClC=1C(=NC(=NC1)NC=1C=NN(C1C)C)C1=CC=C2CN(C(C2=C1)=O)[C@@H](C(=O)N[C@H](CO)C1=NC(=CC=C1)C)C